1-((6-fluoro-4-(1,1,2,2-tetrafluoroethoxy)-1-((2-(trimethylsilyl)ethoxy)methyl)-1H-benzo[d]imidazol-2-yl)methyl)-3-nitropyridin-2(1H)-one FC=1C=C(C2=C(N(C(=N2)CN2C(C(=CC=C2)[N+](=O)[O-])=O)COCC[Si](C)(C)C)C1)OC(C(F)F)(F)F